4-(6-(piperazin-1-yl)pyridin-3-yl)-6-(1H-pyrazol-4-yl)pyrazolo[1,5-a]Pyridine N1(CCNCC1)C1=CC=C(C=N1)C=1C=2N(C=C(C1)C=1C=NNC1)N=CC2